(1S,2R)-1-(2-chlorophenyl)-1-(5-cyano-1-methyl-1H-pyrazol-4-yl)propan ClC1=C(C=CC=C1)[C@@H](CC)C=1C=NN(C1C#N)C